COC(N(C)C)OC N,N-dimethylformamide Dimethylacetal